[Si](C)(C)(C(C)(C)C)OCC1=CC=C(N)C=C1 4-(tert-butyldimethylsilyloxymethyl)-aniline